1-(CHLOROCARBONYL)-CYCLOPROPANECARBOXYLIC ACID ClC(=O)C1(CC1)C(=O)O